CSSC.[Na] sodium dimethyl disulfide